[1-[(S)-[(1R,2R)-2-[(2-isopropyl-2-methyl-chroman-4-yl)carbamoyl]cyclopropyl]-pyridin-1-ium-3-yl-methyl]-4,4-dimethyl-6-oxo-hexahydropyrimidin-2-ylidene]ammonium C(C)(C)C1(OC2=CC=CC=C2C(C1)NC(=O)[C@H]1[C@@H](C1)[C@H](N1C(NC(CC1=O)(C)C)=[NH2+])C=1C=[NH+]C=CC1)C